hexamethylene bis[3-(3,5-Di-tert-butyl-4-hydroxyphenyl) propionate] C(C)(C)(C)C=1C=C(C=C(C1O)C(C)(C)C)CCC(=O)OCCCCCCOC(CCC1=CC(=C(C(=C1)C(C)(C)C)O)C(C)(C)C)=O